tert-butyl (S)-2-(2-chloro-4-methylnicotinoyl)morpholine-4-carboxylate ClC1=C(C(=O)[C@@H]2CN(CCO2)C(=O)OC(C)(C)C)C(=CC=N1)C